FC1(CC=C(CC1)C=1C=C(C=NC1)C1(CC1)C=1NC(C2=C(N1)CCN(C2)C([C@@H](C2=CC(=CC=C2)C(F)(F)F)O)=O)=O)F (R)-2-(1-(5-(4,4-difluorocyclohex-1-en-1-yl)pyridin-3-yl)cyclopropyl)-6-(2-hydroxy-2-(3-(trifluoromethyl)phenyl)acetyl)-5,6,7,8-tetrahydropyrido[4,3-d]pyrimidin-4(3H)-one